4-methoxy-2,2-dimethyl-N-phenethyl-3,4-dihydroquinoline-1(2H)-carboxamide COC1CC(N(C2=CC=CC=C12)C(=O)NCCC1=CC=CC=C1)(C)C